C1(=CC=CC2=CC=CC=C12)N(C1=CC=CC=C1)C1=CC=C(C=C1)C1=CC=C(C=C1)N(C1=CC=CC2=CC=CC=C12)C1=CC=CC=C1 4,4'-bis-[N-(1-naphthyl)-N-phenylamino]biphenyl